C(C)(C)(C)C=1C=C(C=CC1)C=1NC2=CC=C(C=C2C1)C(CC(=O)O)C 3-(2-(3-(tert-butyl)phenyl)-1H-indol-5-yl)butanoic acid